(R)-2-chlorobutyryl chloride Cl[C@@H](C(=O)Cl)CC